(R)-4-(3-((R)-3,4-bis(octanoyloxy)butoxy)-5-((dimethylamino)methyl)phenoxy)butane-1,2-diyldioctanoate C(CCCCCCC)(=O)O[C@H](CCOC=1C=C(OCC[C@H](CCCCCCCCC(=O)[O-])CCCCCCCC(=O)[O-])C=C(C1)CN(C)C)COC(CCCCCCC)=O